(R)-N-(5-Cyano-5-azaspiro[2.4]heptan-7-yl)-5-(2-phenoxyphenyl)-1H-pyrazol-3-carboxamid C(#N)N1CC2(CC2)[C@H](C1)NC(=O)C1=NNC(=C1)C1=C(C=CC=C1)OC1=CC=CC=C1